ClC1=NC=C(C(=C1)N1C(C=C(C=C1C([2H])([2H])[2H])O)=O)C 2'-chloro-4-hydroxy-5'-methyl-6-(methyl-d3)-2H-[1,4'-bipyridin]-2-one